N(=C=O)CC1CSCC1CN=C=O 3,4-diisocyanatomethyltetrahydrothiophene